ClC1=C(C=C2C(=C(N(C2=C1F)C)C1=NNC(=N1)[C@@H](COC)F)C=1C=NNC1)OC (S)-6-chloro-7-fluoro-2-(5-(1-fluoro-2-methoxyethyl)-1H-1,2,4-triazol-3-yl)-5-methoxy-1-methyl-3-(1H-pyrazol-4-yl)-1H-indole